1-(4-methoxybenzyl)-7-oxo-4,5,6,7-tetrahydro-1H-pyrazolo[3,4-c]Pyridine-3-carboxamide COC1=CC=C(CN2N=C(C3=C2C(NCC3)=O)C(=O)N)C=C1